CC([C@H](C)NCC1=C2C(=NC(=C1)C(=O)N)C(CO2)(C)C)(C)C 7-((((S)-3,3-dimethylbutan-2-yl)amino)methyl)-3,3-dimethyl-2,3-dihydrofuro[3,2-b]pyridine-5-carboxamide